N-[2-(2-aminoethoxy)ethyl]-2-ethyl-4-[[3-[1-(pyrimidin-4-ylmethyl)-3-(trifluoromethyl)pyrazol-4-yl]imidazo[1,2-a]pyrazin-8-yl]amino]benzamide NCCOCCNC(C1=C(C=C(C=C1)NC=1C=2N(C=CN1)C(=CN2)C=2C(=NN(C2)CC2=NC=NC=C2)C(F)(F)F)CC)=O